FC1=C(C=CC(=C1)F)N1N=CC=2C1=NC(=NC2O)C2CC(NC2)=O 4-[1-(2,4-difluorophenyl)-4-hydroxy-pyrazolo[3,4-d]pyrimidin-6-yl]pyrrolidin-2-one